3-(3-hydroxy-3-phenylpropyl)-1H-pyrazole-5-carboxylic acid ethyl ester C(C)OC(=O)C1=CC(=NN1)CCC(C1=CC=CC=C1)O